ClC1=NC=C(N=C1)[C@H]1OC1 (R)-2-chloro-5-oxiranyl-pyrazine